Butoxyethyl 2,4,5-trichlorophenoxyacetate ClC1=C(OCC(=O)OCCOCCCC)C=C(C(=C1)Cl)Cl